tert-butyl N-[1-[3-[(2,6-dioxo-3-piperidyl)amino]phenyl]-4-piperidyl]-N-methyl-carbamate O=C1NC(CCC1NC=1C=C(C=CC1)N1CCC(CC1)N(C(OC(C)(C)C)=O)C)=O